C(CC)(=O)OC(C1=CC=C(C=C1)OC)(OC(CC)=O)C1=CC=CC=2[SH+]C3=C(C21)C=CC=C3 [dipropioxy-(4-methoxyphenyl)methyl]dibenzothiophenium